CN1N=CC(=C1C1=CC=2N(C=C1)N=C(C2)NC2=NC=C(N=C2)C(F)(F)F)O[C@@H]2CN(CC2)C 5-[2-methyl-4-[(3S)-1-methylpyrrolidin-3-yl]oxy-pyrazol-3-yl]-N-[5-(trifluoromethyl)pyrazin-2-yl]pyrazolo[1,5-a]pyridin-2-amine